2-(4-((2-fluoroethoxy)methyl)phenyl)-1,3-dioxolane FCCOCC1=CC=C(C=C1)C1OCCO1